5-(7-bromo-6-chloro-2,8-difluoroquinazolin-4-yl)-2,5-diazabicyclo[2.2.1]heptane-2-carboxylic acid tert-butyl ester C(C)(C)(C)OC(=O)N1C2CN(C(C1)C2)C2=NC(=NC1=C(C(=C(C=C21)Cl)Br)F)F